2-[(acetoxy)methyl]-5-methoxy-1-methyl-4,7-dioxo-4,7-dihydro-1H-indole-3-carboxylic acid C(C)(=O)OCC=1N(C=2C(C=C(C(C2C1C(=O)O)=O)OC)=O)C